Cl.FC1(CNCC[C@@H]1N1C([C@@H](CC1)O)=O)F (R)-1-((S)-3,3-difluoropiperidin-4-yl)-3-hydroxypyrrolidin-2-one hydrochloride